C1(CC1)C1=C(C=CC=C1)C=1C=C2C(CC3(CNCC3)C2=CC1)O 5-(2-cyclopropylphenyl)-2,3-dihydro-spiro[indene-1,3'-pyrrolidin]-3-ol